1-(4-((2-azaspiro[3.5]nonan-7-yl)oxy)-2-methylphenyl)-N-((3-(1,1,1-trifluoro-2-methylpropan-2-yl)-1H-1,2,4-triazol-5-yl)methyl)-1H-pyrazole-4-carboxamide trifluoroacetate FC(C(=O)O)(F)F.C1NCC12CCC(CC2)OC2=CC(=C(C=C2)N2N=CC(=C2)C(=O)NCC2=NC(=NN2)C(C(F)(F)F)(C)C)C